4-amino-3-methoxycarbonylphenylboronic acid pinacol ester NC1=C(C=C(C=C1)B1OC(C)(C)C(C)(C)O1)C(=O)OC